NC=1C(=C(C=CC1)C1=C2C=CNC2=CC=C1)C#N 4-(3-amino-2-cyanophenyl)-1H-indole